1-(4-(Bromodifluoromethoxy)-3-chloro-2-fluorophenyl)-2,5-dimethyl-1H-pyrrole BrC(OC1=C(C(=C(C=C1)N1C(=CC=C1C)C)F)Cl)(F)F